5-(chloromethyl)-1H-pyrrolo[2,3-c]pyridine ClCC=1C=C2C(=CN1)NC=C2